3-amino-6-chloro-1H-pyrazolo[4,3-c]pyridine NC1=NNC2=C1C=NC(=C2)Cl